FC1(CC2(CN(C2)C(=O)C=2C=C3CN(C(C3=CC2)=O)C2C(NC(CC2)=O)=O)C1)C1=CC(=CC=C1)F 3-(5-(6-fluoro-6-(3-fluorophenyl)-2-azaspiro[3.3]heptane-2-carbonyl)-1-oxoisoindolin-2-yl)piperidine-2,6-dione